C1(CCCCC1)C1=CC=C(C=C1)NC=1C2=C(N=C(N1)N1C[C@H](OCC1)C)C(N(C2)CCCN(C)C)=O 4-[(4-cyclohexylphenyl)amino]-6-[3-(dimethylamino)propyl]-2-[(2R)-2-methylmorpholin-4-yl]-5,6-dihydro-7H-pyrrolo[3,4-d]pyrimidin-7-one